2-({4-[(2-{[(3-chloro-5-cyclopropylpyridin-2-yl)oxy]methyl}-1,3-oxazol-5-yl)methyl]piperidin-1-yl}methyl)-1-[(1-ethyl-1H-imidazol-5-yl)methyl]-1H-1,3-benzodiazole-6-carboxylic acid ClC=1C(=NC=C(C1)C1CC1)OCC=1OC(=CN1)CC1CCN(CC1)CC1=NC2=C(N1CC1=CN=CN1CC)C=C(C=C2)C(=O)O